NC1=CC=C(N=N1)C1CCN(CC1)C(=O)C1=NC=C(C(=C1)OCC)OC1=CC=CC=C1 [4-(6-Amino-pyridazin-3-yl)-piperidin-1-yl]-[5-(phenoxy)-4-ethoxy-pyridin-2-yl]-methanon